ClCC1=NC(=NO1)C1CC1 5-(chloromethyl)-3-cyclopropyl-1,2,4-oxadiazole